[Si](C)(C)(C(C)(C)C)OCCCCN1CCC2(CCN(CC2)C(CO)CCCO)CC1 2-(9-(4-((tert-Butyldimethylsilyl)oxy)butyl)-3,9-diazaspiro[5.5]undecan-3-yl)pentane-1,5-diol